ethyl 7-(7-{[1-(tert-butoxycarbonyl)-5-methoxy-7-methylindol-4-yl]methyl}-2,2-difluoro-7-azaspiro[3.5]nonan-6-yl)-1-{[2-(trimethylsilyl)ethoxy] methyl}indazole-4-carboxylate C(C)(C)(C)OC(=O)N1C=CC2=C(C(=CC(=C12)C)OC)CN1C(CC2(CC(C2)(F)F)CC1)C1=CC=C(C=2C=NN(C12)COCC[Si](C)(C)C)C(=O)OCC